1,2,6-tri(cyanoethoxy)hexane C(#N)CCOCC(CCCCOCCC#N)OCCC#N